COC1=CC=C2C=CN=C(C2=C1)NC=1C=CC(=NC1)C(=O)NCC=1C=NC=CC1 5-((7-methoxyisoquinolin-1-yl)amino)-N-(pyridin-3-ylmethyl)pyridinecarboxamide